2-[3-(benzyloxy)-5-(3,4-difluorophenyl)-1H-pyrazol-1-yl]Pyrazine C(C1=CC=CC=C1)OC1=NN(C(=C1)C1=CC(=C(C=C1)F)F)C1=NC=CN=C1